imidazo[4,5-b]pyridin-2-amine monohydrate O.N1C(=NC2=NC=CC=C21)N